(E)-ethyl 2-(methoxymethylene)-3-oxobutanoate CO\C=C(\C(=O)OCC)/C(C)=O